methyl 3-(3-(3-fluoro-4-methyl-5-(6-morpholinopyrazolo[1,5-a]pyridine-3-carboxamido)phenyl)-1,2,4-oxadiazol-5-yl)azetidine-1-carboxylate FC=1C=C(C=C(C1C)NC(=O)C=1C=NN2C1C=CC(=C2)N2CCOCC2)C2=NOC(=N2)C2CN(C2)C(=O)OC